bis-vinylbenzyl-amide C(=C)C(C1=CC=CC=C1)([NH-])C=C